CN1CCN(CC1)C(C(CCCCO)NC(=O)C1=CC=C(C=C1)C#N)=O 6-(4-methylpiperazin-1-yl)-6-oxo-5-[(4-cyanophenyl)formamido]hexanol